4-bromo-6-fluoro-3-methyl-2-(4-methyl-1H-1,2,3-triazol-5-yl)aniline BrC1=C(C(=C(N)C(=C1)F)C1=C(N=NN1)C)C